N1CCC(CC1)COCCC1CCNCC1 4-(2-(piperidin-4-ylmethoxy)ethyl)piperidine